C1=CC=C(C=C1)C2=CC=CC=C2C3=C(C(=CC=C3)C(=O)O)C(=O)O terphenyldicarboxylic acid